tert-Butyl 4-((1r,3r)-3-formylcyclobutoxy)piperidine-1-carboxylate C(=O)C1CC(C1)OC1CCN(CC1)C(=O)OC(C)(C)C